O=C1C2CN(C(C1)CC2)C(=O)Cl 2-oxo-5-azabicyclo[2.2.2]octane-5-carbonyl chloride